ethyl 5-chloro-1-(2-chloro-5-methoxyphenyl)-6-(4-fluorophenyl)-1,4-dihydro-4-oxo-3-pyridazinecarboxylate ClC=1C(C(=NN(C1C1=CC=C(C=C1)F)C1=C(C=CC(=C1)OC)Cl)C(=O)OCC)=O